CC=1N(C=2C(=NC=C(C2)C=2C=CN3N=C(N=CC32)NC3CCN(CC3)C)N1)C1CCOCC1 5-(2-methyl-1-(tetrahydro-2H-pyran-4-yl)-1H-imidazo[4,5-b]pyridin-6-yl)-N-(1-methylpiperidin-4-yl)pyrrolo[2,1-f][1,2,4]triazin-2-amine